C(C)(C)C1=NN=C(O1)N 5-isopropyl-1,3,4-oxadiazol-2-amine